C(CCCCCCCCCCCC)O Tridecylalcohol